5-(4-(4-((5-cyclopropyl-3-(2,6-dichlorophenyl)isoxazol-4-yl)methoxy)-3,3-difluoropiperidin-1-yl)phenyl)isoxazol-3(2H)-one C1(CC1)C1=C(C(=NO1)C1=C(C=CC=C1Cl)Cl)COC1C(CN(CC1)C1=CC=C(C=C1)C1=CC(NO1)=O)(F)F